Methyl 3α-Acetoxy-6α-ethyl-12-iodo-7-keto-11β-trifluoroacetoxy-5β-cholan-24-oate C(C)(=O)O[C@H]1C[C@H]2[C@H](C([C@H]3[C@@H]4CC[C@H]([C@@H](CCC(=O)OC)C)[C@]4(C([C@@H]([C@@H]3[C@]2(CC1)C)OC(C(F)(F)F)=O)I)C)=O)CC